OC(C)C1=C(C=CC=C1)NC(C1=CC(=NC=C1)N1C=NC=C1)=O N-(2-(1-hydroxyethyl)phenyl)-2-(1H-imidazol-1-yl)isonicotinamide